N-(methyl)acryl-morpholine CC=CC(=O)N1CCOCC1